IC1=C(C(=O)OC)C=CC=C1C(=O)OC Dimethyl 2-Iodoisophthalate